C(C(C)C)(=O)N1[C@H](CN(C[C@H]1C)CC1=C(C=CC=C1)OC1=CC=CC=C1)C(=O)NCC1=CC=C(C=C1)C1=NC=CC=N1 (2R,6R)-1-isobutyryl-6-methyl-4-(2-phenoxybenzyl)-N-(4-(pyrimidin-2-yl)benzyl)piperazine-2-carboxamide